2-((2-methylbut-3-yn-2-yl)oxy)ethane-1-amine CC(C)(C#C)OCCN